2-chloro-4-((trans-4-hydroxy-4-methylcyclohexyl)amino)pyrimidine-5-carboxylic acid ethyl ester C(C)OC(=O)C=1C(=NC(=NC1)Cl)NC1CCC(CC1)(C)O